tert-butyl (1-(5-bromo-4-butyl-2-methoxyphenyl)propan-2-yl)carbamate BrC=1C(=CC(=C(C1)CC(C)NC(OC(C)(C)C)=O)OC)CCCC